4-(4-aminophenoxy)phenylpropane cycloheptyl-α-fluoroacrylate C1(CCCCCC1)OC(C(=C)F)=O.NC1=CC=C(OC2=CC=C(C=C2)CCC)C=C1